ClC1=C(C(=CC=C1Cl)OC)C1=CC=2N(C=C1)C=C(N2)C(CN2CCN(CC2)C(=O)[O-])=O 4-(2-(7-(2,3-dichloro-6-methoxyphenyl)imidazo[1,2-a]pyridin-2-yl)-2-oxoethyl)piperazine-1-carboxylate